6-(phenanthr-9-yl)naphthalene-2-boronic acid C1=CC=CC=2C3=CC=CC=C3C(=CC12)C=1C=C2C=CC(=CC2=CC1)B(O)O